ClC(=O)C=1C=C(N)C=CC1 m-chloroformylaniline